diisopropyl methyl silicate [Si](OC(C)C)(OC(C)C)(OC)[O-]